FC(CC[C@@H](C(=O)N[C@H](CO)C[C@H]1C(NCC1)=O)NC(OC(C(F)(F)C1=CC(=CC=C1)Cl)C1=CC=CC=C1)=O)F 2-(3-chlorophenyl)-2,2-difluoro-1-phenylethyl ((S)-5,5-difluoro-1-(((S)-1-hydroxy-3-((S)-2-oxopyrrolidin-3-yl)propan-2-yl)amino)-1-oxopentan-2-yl)carbamate